(Z)-styryl (p-tolyl) thioether C1(=CC=C(C=C1)S\C=C/C1=CC=CC=C1)C